ClC1=NNC2=NC(=NC(=C21)N[C@H]2CN(CCC2)C(C=C)=O)NC=2C=NN(C2)CC (R)-1-(3-(3-chloro-6-(1-ethyl-1H-pyrazol-4-ylamino)-1H-pyrazolo[3,4-d]pyrimidin-4-ylamino)piperidin-1-yl)prop-2-en-1-one